[C@@H]12N(C[C@@H](NC1)C2)C2=C(C=CC(=N2)NC2=CC1=C(C=N2)SC(=N1)C1=NC=CC=C1C)C 6-[(1S,4S)-2,5-Diazabicyclo[2.2.1]heptan-2-yl]-5-methyl-N-[2-(3-methylpyridin-2-yl)-[1,3]thiazolo[5,4-c]pyridin-6-yl]pyridin-2-amine